NC1=CC(=C(C=C1F)C=1C=CC(=NC1)OCCN(C(OC(C)(C)C)=O)C)Cl tert-butyl (2-((5-(4-amino-2-chloro-5-fluorophenyl)pyridin-2-yl)oxy)ethyl)(methyl)carbamate